6-nitro-9H-pyrido[3,4-b]Indole-3-carbaldehyde [N+](=O)([O-])C=1C=C2C3=C(NC2=CC1)C=NC(=C3)C=O